CC1=C(C=C(C=C1)C)C1=CC=CC=C1 2,5-dimethylbiphenyl